3-(1,8-Naphthyridin-3-yl)-3-(5-(2-(5,6,7,8-tetrahydro-1,8-naphthyridin-2-yl)ethoxy)-1H-indazol-1-yl)propanoic acid N1=CC(=CC2=CC=CN=C12)C(CC(=O)O)N1N=CC2=CC(=CC=C12)OCCC1=NC=2NCCCC2C=C1